potassium bis((perfluoropropan-2-yl)sulfonyl)amide FC(C(C(F)(F)F)(S(=O)(=O)[N-]S(=O)(=O)C(C(F)(F)F)(C(F)(F)F)F)F)(F)F.[K+]